(R)-5-(benzyloxy)-4-(8-((tetrahydrofuran-3-yl) amino)-1,2,3,4-tetrahydroisoquinoline-2-carbonyl)-1,3-phenylenedi(4-toluenesulfonate) C(C1=CC=CC=C1)OC=1C(=C(C=C(C1)CC1=CC=C(C=C1)S(=O)(=O)[O-])CC1=CC=C(C=C1)S(=O)(=O)[O-])C(=O)N1CC2=C(C=CC=C2CC1)N[C@H]1COCC1